[C@@H]1(C[C@H](O)[C@@H](CO)O1)N1C=NC=2C(=O)NC(=O)NC12 2'-deoxyxanthosine